1-((R)-2,2,2-trifluoro-1-((R or S)-3-(2-(5-fluoro-thiophen-2-yl)ethyl)-1-(2-(6-methylpyridin-3-yl)propan-2-yl)pyrrolidin-3-yl)ethyl)urea FC([C@@H]([C@]1(CN(CC1)C(C)(C)C=1C=NC(=CC1)C)CCC=1SC(=CC1)F)NC(=O)N)(F)F |o1:3|